C(C)(C)(C)OC(NCCCC1=C(C(=CC=C1N1CN(C(C2=C1C=NC(=C2)C(F)(F)F)=O)C=2C(=NC(=CC2)OC)Br)F)F)=O (3-(6-(3-(2-bromo-6-methoxypyridin-3-yl)-4-oxo-6-(trifluoromethyl)-3,4-dihydropyrido[3,4-D]pyrimidin-1(2H)-yl)-2,3-difluorophenyl)propyl)-carbamic acid tert-butyl ester